(E)-4-(dimethylamino)-1-((3R)-13-((3-methyl-4-((6-methylpyridin-3-yl)oxy)phenyl)amino)-2,3,5,6-tetrahydro-4H-3,7-methano[1,4,7]oxadiazonino[2,3-f]quinazolin-4-yl)but-2-en-1-one CN(C/C=C/C(=O)N1CCN2C=3C(=C4C(=NC=NC4=CC3)NC3=CC(=C(C=C3)OC=3C=NC(=CC3)C)C)OC[C@H]1C2)C